(1-(3-(4,4,5,5-tetramethyl-1,3,2-dioxaborolan-2-yl)phenyl)piperidin-4-yl)methanol CC1(OB(OC1(C)C)C=1C=C(C=CC1)N1CCC(CC1)CO)C